4-isocyanato-N,N-dimethylaniline N(=C=O)C1=CC=C(N(C)C)C=C1